C(C)(C)(C)N(C(=O)C1=NOC(=C1C#N)C1=C(C(=C(C(=C1)F)F)O)F)CC1=NC=CC=C1 N-(tert-Butyl)-4-cyano-N-(pyridin-2-ylmethyl)-5-(2,4,5-trifluoro-3-hydroxyphenyl)isoxazole-3-carboxamide